1-(trans-4-(1-(4-Fluoro-2-(isopropyl(methyl)carbamoyl)phenyl)-1H-pyrrolo[2,3-c]pyridin-3-yl)cyclohexyl)piperidin FC1=CC(=C(C=C1)N1C=C(C=2C1=CN=CC2)[C@@H]2CC[C@H](CC2)N2CCCCC2)C(N(C)C(C)C)=O